methyl 3-((tert-butylsulfinyl)amino)-3-(3-(trifluoromethyl)-phenyl)butanoate C(C)(C)(C)S(=O)NC(CC(=O)OC)(C)C1=CC(=CC=C1)C(F)(F)F